C(#N)C1=C(C=C(C=C1)N1C(C2=CC=C(C=C2C1=O)NS(=O)(=O)CC)=O)C(F)(F)F N-(2-(4-cyano-3-(trifluoromethyl)phenyl)-1,3-dioxoisoindolin-5-yl)ethanesulfonamide